(3S)-3-(4-fluoro-2',4',5,6'-tetramethyl-[1,1'-biphenyl]-3-yl)-3-(2-(3-fluoro-5-(2-((R)-3-fluoropyrrolidin-1-yl)ethyl)-2-oxopyridin-1(2H)-yl)-4-methylpentanamido)propanoic acid FC1=C(C=C(C=C1C)C1=C(C=C(C=C1C)C)C)[C@H](CC(=O)O)NC(C(CC(C)C)N1C(C(=CC(=C1)CCN1C[C@@H](CC1)F)F)=O)=O